C(C)N(C(CCC(F)(F)F)=O)CC N,N-diethyltrifluorobutanamide